COP(=O)(OO)C(C=O)C (methyl-hydroxyphosphono)propanal